CC1(COCC1)C(=O)O 3-methyloxolane-3-carboxylic acid